C(#N)C1=CC=C(C=C1)C1(CCN(CCC1)C(=O)OC(C)(C)C)O tert-butyl 4-(4-cyanophenyl)-4-hydroxyazepan-1-carboxylate